N-cyclopropyl-2-(difluoromethoxy)-4-[7-[(3-fluoroazetidin-3-yl)methoxy]imidazo[1,2-a]pyridin-3-yl]-6-methoxy-benzamide C1(CC1)NC(C1=C(C=C(C=C1OC)C1=CN=C2N1C=CC(=C2)OCC2(CNC2)F)OC(F)F)=O